COC1=NC(=NC=C1)C1=CC=C(C=C1)CN 1-[4-(4-methoxypyrimidin-2-yl)phenyl]methylamine